FC(C[C@@H](C(=O)NC1=NC=CC(=C1)C1=C(C=2C(N(C=C(C2N1)C)C)=O)C1=CC=C(C=C1)F)C1=CC=C(C=C1)F)F (2R)-4,4-Difluoro-2-(4-fluorophenyl)-N-{4-[3-(4-fluorophenyl)-5,7-dimethyl-4-oxo-4,5-dihydro-1H-pyrrolo[3,2-c]pyridin-2-yl]pyridin-2-yl}butanamid